methyl (S)-2-benzyl-3-(2-((2S,6S)-2,6-dimethylmorpholino)ethyl)-7-methyl-3,7,8,9-tetrahydro-6H-imidazo[4,5-f]quinoline-6-carboxylate C(C1=CC=CC=C1)C=1N(C=2C(=C3CC[C@@H](N(C3=CC2)C(=O)OC)C)N1)CCN1C[C@@H](O[C@H](C1)C)C